ClC=1C=CC2=C(NC(=N2)CC#N)C1 2-(6-chloro-1H-benzo[d]imidazol-2-yl)acetonitrile